COC1=CC=C(CN(C=2C(=C(C(=C(C2)F)C(F)(F)F)C2=NC=3CCCCC3C(N2)=O)F)CC2=CC=C(C=C2)OC)C=C1 (3-(bis(4-methoxybenzyl)amino)-2,5-difluoro-6-(trifluoromethyl)phenyl)-5,6,7,8-tetrahydroquinazolin-4(3H)-one